diethyl malate (diethyl malate) C(C)C(C(C(=O)O)O)(C(=O)O)CC.C(C(O)CC(=O)OCC)(=O)OCC